N2-Isopropyl-4-methyl-N5-((R)-2-methyl-3-oxo-3-(((S)-11-oxo-2,3,10,11-tetrahydro-1H,5H-benzo[d]pyrazolo[1,2-a][1,2]diazepin-10-yl)amino)propyl)thiazol-2,5-dicarboxamid C(C)(C)NC(=O)C=1SC(=C(N1)C)C(=O)NC[C@H](C(N[C@H]1C2=C(CN3N(C1=O)CCC3)C=CC=C2)=O)C